[N+](=O)([O-])C=1C(=CC(=NC1)N1N=CC=N1)N[C@H]1C[C@H](CCC1)N (1R,3S)-N1-(5-nitro-2-(2H-1,2,3-triazol-2-yl)pyridin-4-yl)cyclohexane-1,3-diamine